(S)-3-(4-cyanophenyl)-N-(5-(2-(cyclopropanecarboxamido)benzo[d]thiazol-6-yl)-2-methylphenyl)isoxazolidine-2-carboxamide C(#N)C1=CC=C(C=C1)[C@H]1N(OCC1)C(=O)NC1=C(C=CC(=C1)C1=CC2=C(N=C(S2)NC(=O)C2CC2)C=C1)C